N-(3-cyclopropyl-1H-pyrazol-5-yl)-2-(1-(4-fluoro-3-methyl-phenyl)-1H-pyrazol-4-yl)propanamide C1(CC1)C1=NNC(=C1)NC(C(C)C=1C=NN(C1)C1=CC(=C(C=C1)F)C)=O